BrC1=C2C=CC=C(C2=CC2=C(C=CC=C12)OC1=C(C=C(C=C1C)C)C)OC1=C(C=C(C=C1C)C)C 10-bromo-1,8-bis(mesityleneoxy)anthracene